ClC=1N=NC=C(C1Cl)C 3,4-dichloro-5-methylpyridazine